ClC1=C(C=C2C=C(N=CC2=C1)NC(=O)[C@@H]1[C@H](C1)C=1C=NN(C1)C)C1CCN(CC1)[C@]1(COC[C@H]1F)C (1S,2S)-N-(7-chloro-6-(1-((3S,4S)-4-fluoro-3-methyltetrahydrofuran-3-yl)piperidin-4-yl)isoquinolin-3-yl)-2-(1-methyl-1H-pyrazol-4-yl)cyclopropane-1-carboxamide